Cyclopropyl (S)-2-(2-fluoro-6-methyl-4-((R)-3-(trifluoromethyl) morpholino) benzamido)-3-(8-(1-methyl-2,4-dioxo-1,4-dihydropyrido[3,4-d]pyrimidin-3(2H)-yl)quinolin-5-yl)propanoate FC1=C(C(=O)N[C@H](C(=O)OC2CC2)CC2=C3C=CC=NC3=C(C=C2)N2C(N(C3=C(C2=O)C=CN=C3)C)=O)C(=CC(=C1)N1[C@H](COCC1)C(F)(F)F)C